N-(3-bromo-5-methyl-1H-indazol-4-yl)-2-[(1-methylpyrazol-3-yl)amino]thiazole-5-carboxamide BrC1=NNC2=CC=C(C(=C12)NC(=O)C1=CN=C(S1)NC1=NN(C=C1)C)C